isobutyl ((3S,4S)-4-(3-fluorophenyl)-1-(imidazo[1,5-a]pyridine-8-carbonyl)piperidin-3-yl)carbamate FC=1C=C(C=CC1)[C@H]1[C@@H](CN(CC1)C(=O)C=1C=2N(C=CC1)C=NC2)NC(OCC(C)C)=O